6-(4-(chloromethyl)-6-methoxybenzofuran-2-yl)-2-methoxyimidazo[2,1-b][1,3,4]thiadiazole ClCC1=CC(=CC2=C1C=C(O2)C=2N=C1SC(=NN1C2)OC)OC